BrC=1C(=NN(C1NC(=S)N[C@@H]1CN(C[C@H]1C1=CC(=C(C=C1)F)F)CCOC)C1=CC=CC=C1)C 1-(4-bromo-3-methyl-1-phenyl-1H-pyrazol-5-yl)-3-((3s,4r)-4-(3,4-difluorophenyl)-1-(2-methoxyethyl)pyrrolidin-3-yl)thiourea